diazetoxy-iodobenzene N1=NC(=C1)OC1=C(C=CC=C1)I